(S)-1-(4-(3-(trifluoromethyl)phenoxy)-6-((3-(trifluoromethyl)phenyl)amino)-1,3,5-triazin-2-yl)pyrrolidin-3-ol FC(C=1C=C(OC2=NC(=NC(=N2)NC2=CC(=CC=C2)C(F)(F)F)N2C[C@H](CC2)O)C=CC1)(F)F